tert-butyl (1R,5S)-6-(6-hydroxy-4-oxo-quinazolin-3-yl)-3-azabicyclo[3.1.0]hexane-3-carboxylate OC=1C=C2C(N(C=NC2=CC1)C1[C@@H]2CN(C[C@H]12)C(=O)OC(C)(C)C)=O